2-(2-(2-(2-((2-(2,6-dioxopiperidin-3-yl)-4-methyl-1-oxo-1,2-dihydrophthalazine-6-yl)amino)ethoxy)ethoxy)ethoxy)acetic acid O=C1NC(CCC1N1C(C2=CC=C(C=C2C(=N1)C)NCCOCCOCCOCC(=O)O)=O)=O